C(C)OC(C(CC(C)C1=C(CC(CC1)(C)C)C(=O)[O-])(F)F)=O.NC=1SC=C[N+]1CC1=CC=C(C=C1)C#N 2-amino-3-(4-cyanobenzyl)thiazol-3-ium 2-(5-ethoxy-4,4-difluoro-5-oxopentan-2-yl)-5,5-dimethylcyclohex-1-ene-1-carboxylate